Cl.Cl.CO[C@H](C)[C@H]1NC2=C(OC1)C(=NC(=N2)N)N2CC(C2)NC (S)-7-((R)-1-Methoxyethyl)-4-(3-(methylamino)azetidin-1-yl)-7,8-dihydro-6H-pyrimido[5,4-b][1,4]oxazin-2-amine dihydrochloride salt